tert-butyl [(2R)-1-hydroxy-3-{[tri(propan-2-yl)silyl]oxy}propan-2-yl]carbamate OC[C@H](CO[Si](C(C)C)(C(C)C)C(C)C)NC(OC(C)(C)C)=O